[Na+].C(CCCCCCC)(=O)[O-].[Na+].C(CCCCCCC)(=O)[O-] sodium octanoate, sodium salt